C[Si](C)(C)C#CC1=CC=C(C=O)C=C1 4-(trimethylsilylethynyl)benzaldehyde